3-pentafluorosulfanylpropanol FS(CCCO)(F)(F)(F)F